C(C)(C)(C)OC(=O)N1CCN(CC1)C1=NC=CC=C1N 1-tert-butoxycarbonyl-4-(3-amino-2-pyridyl)piperazine